3-(3-methyl-4-nitrobenzyl)-L-histidine methyl ester COC([C@@H](N)CC1=CN=CN1CC1=CC(=C(C=C1)[N+](=O)[O-])C)=O